7-methoxy-6-nitroquinazolin COC1=C(C=C2C=NC=NC2=C1)[N+](=O)[O-]